tert-butyl 5-[7-fluoro-6-[[4-methyl-6-(methylamino)pyrimidin-2-yl]amino]chroman-8-yl]-2-methyl-2,3,4,7-tetrahydroazepine-1-carboxylate FC1=C(C=C2CCCOC2=C1C=1CCC(N(CC1)C(=O)OC(C)(C)C)C)NC1=NC(=CC(=N1)C)NC